FC=1C(=C(C(=O)OC)C=C(C1F)C=C)NC1=C(C=C(C(=C1)OC)I)F methyl 3,4-difluoro-2-((2-fluoro-4-iodo-5-methoxyphenyl)amino)-5-vinylbenzoate